2-(2-(2-ethoxyethoxy)ethoxy)-2,2'-bithiophene C(C)OCCOCCOC1(SC=CC1)C=1SC=CC1